oxetane-3,3-dicarboxamide O1CC(C1)(C(=O)N)C(=O)N